N-(5-(4-(2-propenoyl-2,7-diazaspiro[3.5]nonan-7-yl)quinazolin-6-yl)-2-methoxypyridin-3-yl)-2,4-difluorobenzenesulfonamide C(C=C)(=O)N1CC2(C1)CCN(CC2)C2=NC=NC1=CC=C(C=C21)C=2C=C(C(=NC2)OC)NS(=O)(=O)C2=C(C=C(C=C2)F)F